C(CC)[C@@H]1CC[C@H](CC1)C1CC=C(CC1)C=O 4-(trans-4-propylcyclohexyl)-1-cyclohexene-1-carbaldehyde